[Na+].[N+](=O)([O-])C1=C2C=CN=CC2=C2C(=C1)C=C(C=C2)C(=O)[O-] 5-nitrobenzo[h]Isoquinoline-8-carboxylic acid sodium salt